COC(=O)C1=CC2=C(OCC3N2CCOC3)C=C1NC(C)=O 8-acetamido-1,2,4a,5-tetrahydro-4H-benzo[b][1,4]oxazino[4,3-d][1,4]oxazine-9-carboxylic acid methyl ester